1-(3-amino-1-(2-methyl-1H-indole-4-carbonyl)-4,5-dihydro-1H-pyrazolo[3,4-c]pyridin-6(7H)-yl)ethanone NC1=NN(C=2CN(CCC21)C(C)=O)C(=O)C=2C=1C=C(NC1C=CC2)C